CNC1=NC=NC(=C1)[Sn](C)(C)C N-methyl-6-(trimethylstannyl)pyrimidin-4-amine